C(C)(C)(C)OC(=O)N(C1CC2=C(OC1)C=C(S2)C(=O)O)CC2=C(C=C(C=C2)OC)OC 6-[tert-butoxycarbonyl-[(2,4-dimethoxyphenyl)methyl]amino]-6,7-dihydro-5H-thieno[3,2-b]pyran-2-carboxylic acid